C1(CC1)[C@]1(C(N(C[C@H]1C)C1=C2C(=NC=C1)C=C(O2)N2N=CC(=C2)C)=O)C#N (3R,4S)-3-cyclopropyl-4-methyl-1-[2-(4-methylpyrazol-1-yl)furo[3,2-b]pyridin-7-yl]-2-oxopyrrolidine-3-carbonitrile